1-((3R,5S,8S,9S,10S,13S,14S,17S)-3-(ethoxymethyl)-10-ethyl-3-hydroxy-13-methylhexadecahydro-1H-cyclopenta[a]phenanthren-17-yl)ethan-1-one C(C)OC[C@]1(CC[C@@]2([C@H]3CC[C@@]4([C@H](CC[C@H]4[C@@H]3CC[C@H]2C1)C(C)=O)C)CC)O